((3R)-4-fluoro-1-(4,4,4-trifluorobutyl)pyrrolidin-3-yl)-1,6-dihydroimidazo[4,5-d]Pyrrole FC1[C@@H](CN(C1)CCCC(F)(F)F)N1C=NC2=C1CC=N2